1-(((R)-7-((2S,4R)-4-amino-2-phenylpiperidine-1-carbonyl)-7-azaspiro[4.5]dec-10-yl)methyl)-4-(2-methoxyphenyl)pyridin-2(1H)-one N[C@H]1C[C@H](N(CC1)C(=O)N1CC2(CCCC2)[C@@H](CC1)CN1C(C=C(C=C1)C1=C(C=CC=C1)OC)=O)C1=CC=CC=C1